FC(C(=O)O)(OC(C(OC(F)(F)F)(F)F)(F)F)C(F)(F)F.[NH4+] ammonium perfluoro-2-methyl-3,6-dioxaheptanoic acid